2-(3-bromo-4-fluorophenyl)ethan-1-one oxime BrC=1C=C(C=CC1F)CC=NO